3-(4-(dimethylcarbamoyl)phenyl)-7-methyl-6-phenoxy-1H-indole-2-carboxylic acid CN(C(=O)C1=CC=C(C=C1)C1=C(NC2=C(C(=CC=C12)OC1=CC=CC=C1)C)C(=O)O)C